Cl.O=C1N(CC2=CC=C(C=C12)O[C@@H]1CNCC1)C1C(NC(CC1)=O)=O 3-(1-oxo-6-(((S)-pyrrolidin-3-yl)oxy)isoindolin-2-yl)piperidine-2,6-dione hydrochloride